CON=C(COC1=CC(=NN1C)C(F)F)C1=CC(=CC=C1)F 2-((3-(difluoromethyl)-1-methyl-1H-pyrazol-5-yl)oxy)-1-(3-fluorophenyl)ethan-1-one-O-methyl oxime